FC=1C(=C(C(=NC1)OC)C)C1=CC(=NN1)C(=O)N1C2(CC2)CC(CC1)C(=O)NC1CCC(CC1)(C(F)(F)F)O 4-(5-(5-fluoro-2-methoxy-3-methylpyridin-4-yl)-1H-pyrazole-3-carbonyl)-N-((1r,4S)-4-hydroxy-4-(trifluoromethyl)cyclohexyl)-4-azaspiro[2.5]octane-7-carboxamide